C(C)OC(=C)C1=NC(=NS1)N1CCCCC1 5-(1-ethoxyvinyl)-3-(piperidin-1-yl)-1,2,4-thiadiazole